FC(C1=NN=C(S1)C1=NC=C2N1C=C(C=C2N2CCNCC2)S(=O)(=O)NC2(CC2)C)F 3-(5-(difluoromethyl)-1,3,4-thiadiazol-2-yl)-N-(1-methylcyclopropyl)-8-(piperazin-1-yl)imidazo[1,5-a]pyridine-6-sulfonamide